NCC(CC)(C1=CC=C(C=C1)F)C1CN(C1)C(=O)OC(C)(C)C tert-butyl 3-(1-amino-2-(4-fluorophenyl)butan-2-yl)azetidine-1-carboxylate